(E)-3-(5-chloro-2-tetrazol-1-yl-phenyl)-N-((S)-9-oxo-5,8,16-triaza-tricyclo[13.3.1.02,7]nonadec-1(19),2,4,6,15,17-hexaen-14-yl)-acrylamide ClC=1C=CC(=C(C1)/C=C/C(=O)N[C@H]1CCCCC(NC2=CN=CC=C2C=2C=CN=C1C2)=O)N2N=NN=C2